(tert-Butoxycarbonyl)(8-(1,2-dihydroxyethyl)-6-fluoroisoquinolin-3-yl)carbamic acid C(C)(C)(C)OC(=O)N(C(O)=O)C=1N=CC2=C(C=C(C=C2C1)F)C(CO)O